1-(6-chloroimidazo[1,2-a]pyridin-3-yl)-3-(dimethylamino)prop-2-en-1-one ClC=1C=CC=2N(C1)C(=CN2)C(C=CN(C)C)=O